3-Isopropyl-4-methylphenol C(C)(C)C=1C=C(C=CC1C)O